trans-3-[[(phenylmethyloxy)carbonyl]amino]-4-hydroxypyrrolidine-1-carboxylic acid tert-butyl ester C(C)(C)(C)OC(=O)N1C[C@H]([C@@H](C1)O)NC(=O)OCC1=CC=CC=C1